N-(phosphomethyl)iminodiacetic acid P(=O)(=O)CN(CC(=O)O)CC(=O)O